(5-(1-(2-methoxyethyl)-1H-indazol-5-yl)thiazol-2-yl)carbamic acid tert-butyl ester C(C)(C)(C)OC(NC=1SC(=CN1)C=1C=C2C=NN(C2=CC1)CCOC)=O